O1CCC(CC1)NC(=O)CNC(=O)C1=CC2=C(N(C(=N2)NC=2SC3=C(N2)C=CC(=C3)Cl)C)C=C1 2-(6-Chloro-benzothiazol-2-ylamino)-1-methyl-1H-benzoimidazole-5-carboxylic acid [(tetrahydro-pyran-4-ylcarbamoyl)-methyl]-amide